4-[(2-Amino-2-oxoethyl)amino]benzoic acid NC(CNC1=CC=C(C(=O)O)C=C1)=O